COC=1C=C(C=CC1)N1N=NC=C1 1-(3-methoxyphenyl)-1H-1,2,3-triazole